C(C1=CC=CC=C1)[C@H]1C(NC[C@@H](N1)C1=CC=CC=C1)=O |&1:11| (3S,SR)-3-benzyl-5-phenylpiperazin-2-one